CN1N=C(C(=C1)NCC=1SC=C(N1)C=1C=NC(=CC1)C)C 1,3-dimethyl-N-((4-(6-methylpyridin-3-yl)thiazol-2-yl)methyl)-1H-pyrazol-4-amine